ClC=1C=NN(C1C)C1=NC=C(C=C1)C1OCCO1 2-(4-chloro-5-methyl-1H-pyrazol-1-yl)-5-(1,3-dioxolan-2-yl)pyridine